ClC1=C(C=C(OCC(=O)NC23C[C@@H](C(CC2)(CC3)NC(COC3=NC(=NC(=N3)N3CCCCC3)N3CCCCC3)=O)O)C=C1)F 2-(4-chloro-3-fluorophenoxy)-N-[(3S)-4-(2-{[4,6-di(piperidin-1-yl)-1,3,5-triazin-2-yl]oxy}acetamido)-3-hydroxybicyclo[2.2.2]octan-1-yl]acetamide